COC1=C(C(=CC=C1)OC)C1OC(=C(C1=O)O)N 2-(2,6-dimethoxyphenyl)-5-amino-4-hydroxy-3(2H)-furanone